titanium magnesium phosphate lithium [Li+].P(=O)([O-])([O-])[O-].[Mg+2].[Ti+4]